OC1=C(C(N(C2=CC=CC=C12)C)=O)C#N 4-hydroxy-1-methyl-2-oxo-1,2-dihydroquinoline-3-carbonitrile